FC1=C(OC2CCC(CC2)(C(=O)O)C)C=C(C(=C1)OC)C(N[C@H]1[C@](CCC1)(C(NC1=CC(=CC=C1)S(=O)(=O)C(F)(F)F)=O)F)=O 4-(2-fluoro-5-(((1R,2R)-2-fluoro-2-((3-((trifluoromethyl)sulfonyl)phenyl)carbamoyl)cyclopentyl)carbamoyl)-4-methoxyphenoxy)-1-methylcyclohexane-1-carboxylic acid